(RS)-Methyl-4-((4-(4-(morpholin-2-yl)-phenylcarbamoyl)-phenoxy)methyl)-benzoat COC(C1=CC=C(C=C1)COC1=CC=C(C=C1)C(NC1=CC=C(C=C1)[C@@H]1CNCCO1)=O)=O |r|